CC1=C(C2=C(N=N1)SC1=C2N=CN=C1N1C[C@H](CC1)OC=1C=NC(=CC1)C)C 3,4-dimethyl-8-[(3S)-3-[(6-methyl-3-pyridyl)oxy]pyrrolidin-1-yl]pyrimido[4',5':4,5]thieno[2,3-c]pyridazine